S(=O)(=O)(O)C(C(=O)OCC(CCCCC)CCC)CC(=O)OCC(CCCCC)CCC.[Na] Sodium di-(2-propylheptyl) sulfosuccinate